3-[1-[1-(5-bromo-2-pyridyl)ethyl]triazol-4-yl]-5-methoxy-pyridine BrC=1C=CC(=NC1)C(C)N1N=NC(=C1)C=1C=NC=C(C1)OC